CN(C1=CC=C(C=C1)C1(OC(=O)C2=CC(=CC=C12)Cl)C1=CC=C(C=C1)N(C)C)C 3,3-bis(p-dimethylaminophenyl)-6-chlorophthalide